C(C)(C)(C)S(=O)(=O)C=1C=C2C(NC=NC2=CC1OC)=O 6-(tert-butylsulfonyl)-7-methoxyquinazolin-4(3H)-one